C(C)C1=CC=CC=2OC3=CC=CC=C3S(C12)(=O)=O 1-ethylphenoxathiine 10,10-dioxide